C1(CC1)COC=1C=C(C#N)C=C(C1C(=O)N1CC2=CC=CC(=C2C1)N[C@@H]1COCC1)O (S)-3-(Cyclopropylmethoxy)-5-hydroxy-4-(4-((tetrahydrofuran-3-yl)amino)isoindoline-2-carbonyl)benzonitrile